FC1=CC(=C(C=C1)N1CCC(CC1)CNC(OC(C)(C)C)=O)C(NC=1C=C2C(=NC1)N=C(S2)N2CCOCC2)=O tert-butyl ((1-(4-fluoro-2-((2-morpholinothiazolo[4,5-b]pyridin-6-yl)carbamoyl)phenyl)piperidin-4-yl)methyl)carbamate